COS(=O)(=O)CC1C(C(C1)=C(C)C)(C)C (3-isopropylidene-2,2-dimethylcyclobutyl)methanesulfonic acid methyl ester